2-[3-(aminomethyl)-2-fluoro-6-(trifluoromethyl)phenyl]-5-fluoro-6-Methylpyrimidin-4(3H)-one NCC=1C(=C(C(=CC1)C(F)(F)F)C1=NC(=C(C(N1)=O)F)C)F